2-((3-((6-((4-cyano-2-fluorobenzyl)oxy)pyridin-2-yl)amino)piperidin-1-yl)methyl)-1-(((S)-oxetan-2-yl)methyl)-1H-benzo[d]imidazole-6-carboxylic acid C(#N)C1=CC(=C(COC2=CC=CC(=N2)NC2CN(CCC2)CC2=NC3=C(N2C[C@H]2OCC2)C=C(C=C3)C(=O)O)C=C1)F